NCC1=NC=CC=C1CO (2-(aminomethyl)pyridin-3-yl)methanol